tert-butyl (2R,4S)-2-(((S)-5-amino-1-(((6-amino-2-methylpyridin-3-yl)methyl)amino)-1,5-dioxopentan-2-yl)carbamoyl)-4-benzylpyrrolidine-1-carboxylate NC(CC[C@@H](C(=O)NCC=1C(=NC(=CC1)N)C)NC(=O)[C@@H]1N(C[C@H](C1)CC1=CC=CC=C1)C(=O)OC(C)(C)C)=O